BrC(C(=O)C1=CC=C(C=C1)C1=CC=NC=C1)F 2-bromo-2-fluoro-1-(4-(pyridin-4-yl)phenyl)ethan-1-one